C12CN(CC(CC1)N2)C=2C=C(C=NC2C)C=2C(=C(C=C(C2)F)C2=CC(=C(C=C2)N2C(N(C=C2)C)=O)Cl)O 1-(3'-(5-(3,8-diazabicyclo[3.2.1]oct-3-yl)-6-methylpyridin-3-yl)-3-chloro-5'-fluoro-2'-hydroxy-[1,1'-biphenyl]-4-yl)-3-methyl-1H-imidazol-2(3H)-one